N1N=NN=N1.[N] nitrogen pentazole